2-(6-(((1S,4S,5S,6S)-6-fluoro-2-azabicyclo[2.2.1]heptan-5-yl)(methyl)amino)pyridazin-3-yl)-5-(2-methoxypyridin-4-yl)phenol F[C@@H]1[C@H]([C@@H]2CN[C@H]1C2)N(C2=CC=C(N=N2)C2=C(C=C(C=C2)C2=CC(=NC=C2)OC)O)C